(E)-3-(4-(3-chlorophenyl)-2-cyclopropylthiazol-5-yl)-N-(2-oxo-2,3-dihydro-1H-benzo[d]imidazol-4-yl)acrylamide ClC=1C=C(C=CC1)C=1N=C(SC1/C=C/C(=O)NC1=CC=CC=2NC(NC21)=O)C2CC2